NCC(=O)NC=1SC=C(N1)C1CN(CCC1)C1=CC=NC=C1 2-amino-N-(4-(1-(pyridin-4-yl)piperidin-3-yl)thiazol-2-yl)acetamide